N1(CCC[C@]12COCC2)C2=NC1=CC=C(C=C1C=C2)CN2C[C@H](CC2)OC=2C=C1CN(C(C1=CC2)=O)C2C(NC(CC2)=O)=O 3-(5-(((S)-1-((2-((S)-7-Oxa-1-azaspiro[4.4]nonan-1-yl)quinolin-6-yl)methyl)pyrrolidin-3-yl)oxy)-1-oxoisoindolin-2-yl)piperidine-2,6-dione